3-[4-(Morpholine-4-carbonyl)-1H-pyrazol-1-yl]pyrazin N1(CCOCC1)C(=O)C=1C=NN(C1)C=1C=NC=CN1